chlorine (trimethylphosphine) gold [Au].CP(C)C.[Cl]